2-(6-Chloro-8-(difluoromethoxy)imidazo[1,2-a]pyridin-2-yl)-N-(5-cyclopropyl-1H-pyrazol-3-yl)propanamide ClC=1C=C(C=2N(C1)C=C(N2)C(C(=O)NC2=NNC(=C2)C2CC2)C)OC(F)F